(S)-ethyl 1-((1-oxo-1-((4-((2-(4,4,5,5-tetramethyl-1,3,2-dioxaborolan-2-yl)phenoxy)methyl)phenyl)amino)-5-ureidopentan-2-yl)carbamoyl)cyclobutanecarboxylate O=C([C@H](CCCNC(=O)N)NC(=O)C1(CCC1)C(=O)OCC)NC1=CC=C(C=C1)COC1=C(C=CC=C1)B1OC(C(O1)(C)C)(C)C